ClC=1C=C(C2=C(NC(=N2)C(=O)N2CC=3N(C[C@@H]2C)C(=NC3)C(F)(F)F)C1C)F (S)-(6-chloro-4-fluoro-7-methyl-1H-benzo[d]imidazol-2-yl)(6-methyl-3-(trifluoromethyl)-5,6-dihydroimidazo[1,5-a]pyrazin-7(8H)-yl)methanone